2-methylisothiazol-3(2H)-one CN1SC=CC1=O